BrC=1C=C2C(N(C(=NC2=CC1)C1CCCCC1)C1=CC(=CC=C1)C(F)(F)F)=O 6-bromo-2-cyclohexyl-3-(3-(trifluoromethyl)phenyl)quinazolin-4(3H)-one